2-Hydroxycyclobutyl(8-amino-7-fluoro-6-(8-methyl-2,3-dihydro-1H-pyrido[2,3-b][1,4]oxazin-7-yl)isoquinolin-3-yl)carbamate OC1C(CC1)N(C([O-])=O)C=1N=CC2=C(C(=C(C=C2C1)C1=C(C2=C(OCCN2)N=C1)C)F)N